BrC1=C(C#N)C=CN=C1 3-bromoisonicotinonitrile